10-undecylcyclohexylphenylphenol CCCCCCCCCC(C)C1=C(C(=C(C=C1)O)C1=CC=CC=C1)C1CCCCC1